5-((1,1,2,2-tetrafluoro-8a-hydroxy-1,2,6,7,8,8a-hexahydroacenaphthylen-5-yl)oxy)nicotinonitrile FC1(C(C2=CC=C(C=3CCCC1(C23)O)OC=2C=NC=C(C#N)C2)(F)F)F